C(C=C)(=O)OCCCCO 4-hydroxy-normal-butyl acrylate